NC1=CC=CC=2N(C(N(C21)C)=O)C2C(N(C(CC2)=O)CC2=CC=C(C=C2)OC)=O 3-(4-amino-3-methyl-2-oxo-benzimidazol-1-yl)-1-[(4-methoxyphenyl)methyl]piperidine-2,6-dione